bis[2,6-difluoro-3-(1H-pyridin-1-yl)phenyl]titanium FC1=C(C(=CC=C1N1CC=CC=C1)F)[Ti]C1=C(C(=CC=C1F)N1CC=CC=C1)F